2-(4-(2-(5-Chloropyridin-2-yl)-2-methylbenzo[d][1,3]dioxan-4-yl)-2,5-difluorobenzyl)-1-(((S)-oxetan-2-yl)methyl)-1H-benzo[d]imidazole-6-carboxylic acid ClC=1C=CC(=NC1)C1(OC(C2=C(O1)C=CC=C2)C2=CC(=C(CC1=NC3=C(N1C[C@H]1OCC1)C=C(C=C3)C(=O)O)C=C2F)F)C